1-(2-Fluorocyclopropane-1-carbonyl)azetidin-3-yl(8-amino-7-fluoro-6-(4-methyl-5,6,7,8-tetrahydro-1,5-naphthyridin-3-yl)isoquinolin-3-yl)carbamate FC1C(C1)C(=O)N1CC(C1)N(C([O-])=O)C=1N=CC2=C(C(=C(C=C2C1)C=1C=NC=2CCCNC2C1C)F)N